ClC=1N=C(C2=C(N1)CCC2)N2CC=1C=C(C=NC1CC2)C(F)(F)F 6-(2-chloro-6,7-dihydro-5H-cyclopenta[d]pyrimidin-4-yl)-3-(trifluoromethyl)-7,8-dihydro-5H-1,6-naphthyridine